(R)-5-(3-cyclohexylthioureido)-2-methyl-N-(1-(naphthalen-1-yl)ethyl)benzamide C1(CCCCC1)NC(NC=1C=CC(=C(C(=O)N[C@H](C)C2=CC=CC3=CC=CC=C23)C1)C)=S